cis-1,3,5-cyclohexantriamine C1(CC(CC(C1)N)N)N